METHYLCYCLOHEX-1-ENE CC1=CCCCC1